FC=1C=C(C=CC1F)[C@H]1[C@@H](CN(C1)CCOC)NC(=S)NC1=C(C(=NN1C1=CC=CC=C1)C1=CN(C(C=C1)=O)C)C 1-((3S,4R)-4-(3,4-difluorophenyl)-1-(2-methoxyethyl)pyrrolidin-3-yl)-3-(4-methyl-3-(1-methyl-6-oxo-1,6-dihydropyridin-3-yl)-1-phenyl-1H-pyrazol-5-yl)thiourea